1-[9-ethyl-6-(2-methyl-benzoyl)-9H-carbazol-3-yl]ethanone-1-(O-acetyloxime) C(C)(=O)ON=C(C)C=1C=CC=2N(C3=CC=C(C=C3C2C1)C(C1=C(C=CC=C1)C)=O)CC